(5-(4-fluoro-2-formylphenyl)-1-methyl-1H-pyrazol-4-yl)methyl methanesulfonate CS(=O)(=O)OCC=1C=NN(C1C1=C(C=C(C=C1)F)C=O)C